1-[3-[[6-[2-(4-chlorophenoxy)pyrimidin-5-yl]pyrazin-2-yl]amino]azetidin-1-yl]prop-2-en-1-one ClC1=CC=C(OC2=NC=C(C=N2)C2=CN=CC(=N2)NC2CN(C2)C(C=C)=O)C=C1